isopropyl-((R)-(((2R,5R)-2-ethynyl-5-(5-methyl-2,4-dioxo-3,4-dihydropyrimidin-1(2H)-yl)-2,5-dihydrofuran-2-yl) methoxy) (phenoxy) phosphoryl)-L-alaninate C(C)(C)N([C@@H](C)C(=O)[O-])[P@](=O)(OC1=CC=CC=C1)OC[C@]1(O[C@H](C=C1)N1C(NC(C(=C1)C)=O)=O)C#C